2-chloro-6-(4-morpholinyl)-9H-purine ClC1=NC(=C2N=CNC2=N1)N1CCOCC1